CC1=C(C(=O)O)C(=CC=N1)C 2,4-dimethylnicotinic acid